2-(5-methyl-2H-tetrazol-2-yl)ethan-1-one-2,2-d2 CC=1N=NN(N1)C(C=O)([2H])[2H]